ClC=1C=C(C=CC1OC)C1=CN=C2C(=N1)N(N=C2)CC(=O)N(C)C 2-[6-(3-Chloro-4-methoxy-phenyl)pyrazolo[3,4-b]pyrazin-1-yl]-N,N-dimethyl-acetamide